2,2-dimethyl-6-oxo-5,8,11-trioxa-2-silatridecane C[Si](C)(CCOC(COCCOCC)=O)C